CC(C)NC(C)C di(prop-2-yl)amine